3-(5-(isoquinolin-3-yl)-1-oxoisoindolin-2-yl)piperidine-2,6-dione C1=NC(=CC2=CC=CC=C12)C=1C=C2CN(C(C2=CC1)=O)C1C(NC(CC1)=O)=O